tert-butyl 2-[1-[1-(2,6-dioxo-3-piperidyl)indolin-4-yl]-4-hydroxy-4-piperidyl]acetate O=C1NC(CCC1N1CCC2=C(C=CC=C12)N1CCC(CC1)(O)CC(=O)OC(C)(C)C)=O